C(C)(C)(C)OC(NCC1(OC2=C(C1O)C(=C(C(=C2)F)Cl)Br)C2=CC=CC=C2)=O ((4-bromo-5-chloro-6-fluoro-3-hydroxy-2-phenyl-2,3-dihydrobenzofuran-2-yl)methyl)carbamic acid tert-butyl ester